BrCCCN1CCN(C2=CC=CC=C12)C(C)C 3-bromo-1-(4-isopropyl-3,4-dihydroquinoxalin-1(2H)-yl)propan